6-(6-(1H-pyrazol-4-yl)imidazo[1,2-b]pyridazin-3-yl)-N-(pyrrolidin-3-yl)pyridin-2-amine N1N=CC(=C1)C=1C=CC=2N(N1)C(=CN2)C2=CC=CC(=N2)NC2CNCC2